ClC1=C(C=2C3=C([C@H]4CON=C14)CCCN3N=C(N2)S(=O)C)F (11aR)-8-chloro-7-fluoro-5-(methylsulfinyl)-2,3,11,11a-tetrahydro-1H-10-oxa-3a,4,6,9-tetraazanaphtho[1,8-ef]azulene